C1(=CC=CC=C1)C1=NCCC2=CC=CC=C12 1-phenyl-3,4-dihydro-isoquinoline